FC1(CCN(CC1)C(=O)C=1C=C2C=CC=C(C2=CC1)C1=CC2=C(C(NN=C2)=O)N=C1)F 3-(6-(4,4-difluoropiperidine-1-carbonyl)naphthalen-1-yl)pyrido[2,3-d]pyridazin-8(7H)-one